ONC(=N)C1=NC=2N(C(=C1)N1CCOCC1)N=C(C2)C2=CC=NC=C2 N-hydroxy-7-morpholino-2-(pyridin-4-yl)pyrazolo[1,5-a]pyrimidine-5-carboximidamide